6-(4-(1H-imidazo[4,5-f][1,10]phenanthrolin-2-yl)benzamido)hexanoic acid N1C(=NC2=C3C=CC=NC3=C3N=CC=CC3=C21)C2=CC=C(C(=O)NCCCCCC(=O)O)C=C2